C(C)C1=CC2=C(C3=CC=CC=C3C(=C2C=C1)OC(=O)CCCCCC)OC(=O)CCCCCC 2-ethyl-9,10-bis(n-hexylcarbonyloxy)anthracene